ClC=1C(=CC(=C(C1)NC=1C2=C(N=CN1)C=CC(=N2)O[C@@H]2CNCC2)F)OCC2COC2 N-[5-chloro-2-fluoro-4-(oxetan-3-ylmethoxy)phenyl]-6-[(3S)-pyrrolidin-3-yl]oxy-pyrido[3,2-d]pyrimidin-4-amine